CC=1SC(=C(N1)C)C1=NN(C(C=C1)=O)CCNC(=O)C1CCN(CC1)S(=O)(=O)C N-[2-[3-(2,4-dimethyl-1,3-thiazol-5-yl)-6-oxopyridazin-1-yl]ethyl]-1-methylsulfonylpiperidine-4-carboxamide